4-(4-(1,1-bis(4'-bromo-[1,1'-biphenyl]-4-yl)ethyl)phenyl)-1,2-dihydrocyclobuta[a]naphthalene BrC1=CC=C(C=C1)C1=CC=C(C=C1)C(C)(C1=CC=C(C=C1)C1=CC=C(C=C1)Br)C1=CC=C(C=C1)C=1C=C2C(=C3C=CC=CC13)CC2